(S)-N-(benzo[d]thiazol-5-ylmethyl)-4-(6-(p-tolyl)thieno[2,3-d]pyrimidin-4-yl)piperazine-2-carboxamide S1C=NC2=C1C=CC(=C2)CNC(=O)[C@H]2NCCN(C2)C=2C1=C(N=CN2)SC(=C1)C1=CC=C(C=C1)C